BrC1=C(CCC2=NC=3N(C(N(C(C3N2CCCl)=O)CC#C)=O)CCCCP(OCC)(OCC)=O)C=CC=C1 Diethyl (4-(8-(2-bromophenethyl)-7-(2-chloroethyl)-2,6-dioxo-1-(prop-2-yn-1-yl)-1,2,6,7-tetrahydro-3H-purin-3-yl)butyl)phosphonate